methyl (S)-2,7-dimethyl-3-(2-morpholinoethyl)-3,7,8,9-tetrahydro-6H-imidazo[4,5-f]quinoline-6-carboxylate CC=1N(C=2C(=C3CC[C@@H](N(C3=CC2)C(=O)OC)C)N1)CCN1CCOCC1